CN1CCN(CC1)CC1=CC2=C(N=C(N=C2NC=2N=CN(C2)C2=CC(=C(C(=C2)OC)OC)OC)N2[C@@H](CCC2)C(=O)N)S1 (S)-1-(6-((4-methylpiperazin-1-yl)methyl)-4-((1-(3,4,5-trimethoxyphenyl)-1H-imidazol-4-yl)amino)thieno[2,3-d]pyrimidin-2-yl)pyrrolidine-2-carboxamide